Cl.C[C@@H]1CN(C[C@@H](N1)C)C1=C2C(=NC=C1)N(CC2)C(=O)NC=2C(=NC=1N(C2)C=C(N1)C)O 4-((3R,5S)-3,5-dimethylpiperazin-1-yl)-N-(7-hydroxy-2-methylimidazo[1,2-a]pyrimidin-6-yl)-2,3-dihydro-1H-pyrrolo[2,3-b]pyridine-1-carboxamide hydrochloride